C12CCC(CC1)N2C=2C=1N(N=C(C2)Cl)C=CN1 8-(7-azabicyclo[2.2.1]heptan-7-yl)-6-chloroimidazo[1,2-b]pyridazine